ClC1=C(C=C(C=C1)OC)NC(CN1CCN(CC1)C(=O)C=1OC=CC1)=O N-(2-chloro-5-methoxyphenyl)-2-(4-(furan-2-carbonyl)piperazin-1-yl)acetamide